1-(4-methylquinazolin-2-yl)-3-(tetrahydro-2H-pyran-4-yl)guanidine CC1=NC(=NC2=CC=CC=C12)NC(=N)NC1CCOCC1